3-bromo-5-(t-butyl)benzofuran BrC1=COC2=C1C=C(C=C2)C(C)(C)C